CC1=C(C2=C(N=N1)SC1=C2N=CN=C1NCC1=CC=C(C=C1)C(CO)(C)O)C 2-[4-[[(3,4-dimethylpyrimidino[4',5':4,5]thieno[2,3-c]pyridazin-8-yl)amino]methyl]phenyl]propane-1,2-diol